2,2'-(1,2,4,5-tetrazine-3,6-diyl)bis(ethan-1-aminium) N1=NC(=NN=C1CC[NH3+])CC[NH3+]